2-iodo-5-[4-(bisbiphenyl-4-yl)amino-phenyl]thiophene IC=1SC(=CC1)C1=CC=C(C=C1)N(C1=CC=C(C=C1)C1=CC=CC=C1)C1=CC=C(C=C1)C1=CC=CC=C1